ClC1=CC(=C(C=C1)O)C(C#CC1=CC(=CC=C1)[N+](=O)[O-])N1CCCC1 4-chloro-2-(3-(3-nitrophenyl)-1-(pyrrolidin-1-yl)prop-2-yn-1-yl)phenol